(E)-[(2-Bromophenyl)methylidene](prop-2-en-1-yl)amine BrC1=C(C=CC=C1)\C=N\CC=C